1-(2-fluoroethyl)-4-(2-nitrophenyl)piperazine FCCN1CCN(CC1)C1=C(C=CC=C1)[N+](=O)[O-]